diphenylsilylidene(cyclopentadienyl)(9-fluorenyl)zirconium C1(=CC=CC=C1)[Si](C1=CC=CC=C1)=[Zr](C1C2=CC=CC=C2C=2C=CC=CC12)C1C=CC=C1